CO[C@H]1CN(C[C@H]1OC)C1=NC=CC(=C1)OC1=CC(=C(C=C1)NC1=C2C(=NC=N1)NN=C2C2CCN(CC2)C(C=C)=O)F 1-(4-(4-((4-((2-((3S,4R)-3,4-dimethoxypyrrolidin-1-yl)pyridin-4-yl)oxy)-2-fluorophenyl)amino)-1H-pyrazolo[3,4-d]pyrimidin-3-yl)piperidin-1-yl)prop-2-en-1-one